(3-nitrobenzylidene)-methyl acetoacetate C(CC(=O)C)(=O)OC=CC1=CC(=CC=C1)[N+](=O)[O-]